C(C=CCN1C(=NC=2C1=NC=C(C2)C(=O)N)NC(=O)C2=CC(=NN2CC)C)N2C(=NC=1C2=NC=C(C1)C(=O)N)NC(=O)C1=CC(=NN1CC)C (but-2-ene-1,4-diyl)bis(2-(1-ethyl-3-methyl-1H-pyrazole-5-carboxamido)-3H-imidazo[4,5-b]pyridine-6-carboxamide)